[Cl-].[Cl-].C(CCCCCCCCCCCCCCC)[N+](CC[N+](CCC[Si](O)(O)O)(C)C)(C)C N1-hexadecyl-N1,N1,N2,N2-tetramethyl-N2-(3-(trihydroxysilyl)propyl)ethane-1,2-diaminium dichloride